CC1=NN2C(C=C(C(=C2)C2CCN(CC2)S(=O)(=O)C=2C=CC3=C(C(CO3)C)C2)C)=N1 2,7-dimethyl-6-(1-((3-methyl-2,3-dihydrobenzofuran-5-yl)sulfonyl)piperidin-4-yl)-[1,2,4]triazolo[1,5-a]pyridine